aza-pyrazole N1N=NC=C1